F[C@H]1[C@@H](O[C@@H]([C@H]1O)CO)N1C(=O)N=C(N)C=C1 2'-fluoro-deoxycytidine